FC(C(=O)O)(F)F.C1(=CC=CC2=CC=CC=C12)[C@@H](C)N1CCC(CC1)N1S(NC[C@H]1C(=O)NCC(NCC#C)=O)(=O)=O (S)-2-(1-((R)-1-(naphthalen-1-yl)ethyl)piperidin-4-yl)-N-(2-oxo-2-(prop-2-yn-1-ylamino)ethyl)-1,2,5-thiadiazolidine-3-carboxamide 1,1-dioxide 2,2,2-trifluoroacetate